ClC=1C=C(C=CC1Cl)CSC1=C(C=C(C=C1C)CN1CC(C1)C(=O)NC)C 1-[(4-{[(3,4-dichlorophenyl)methyl]sulfanyl}-3,5-dimethylphenyl)methyl]-N-methylazetidine-3-carboxamide